CC1=NN2C(=NC=CC2=N1)N methyl-[1,2,4]triazolo[1,5-c]pyrimidin-5-amine